4-(4-amino-3-chloro-2-fluorophenoxy)-7-methoxyquinoline-6-carboxamide tert-butyl-4-(fluoromethylene)piperidine-1-carboxylate C(C)(C)(C)OC(=O)N1CCC(CC1)=CF.NC1=C(C(=C(OC2=CC=NC3=CC(=C(C=C23)C(=O)N)OC)C=C1)F)Cl